CN(C1=CC=C(C=C1)C1=CC=C(C=C1)CN(C(=O)C1CCC(CC1)O)C1=NN(C(=C1)C=1C=NC=C(C1)OC)C)C N-((4'-(Dimethylamino)-[1,1'-biphenyl]-4-yl)methyl)-4-hydroxy-N-(5-(5-methoxypyridin-3-yl)-1-methyl-1H-pyrazol-3-yl)cyclohexanecarboxamide